tert-butyl ((1r,3r)-3-(4-(2-(4-((6-(3-methyl-1,2,4-oxadiazol-5-yl)pyridazin-3-yl)oxy)phenyl)propane-2-yl)phenoxy)cyclobutyl)carbamate CC1=NOC(=N1)C1=CC=C(N=N1)OC1=CC=C(C=C1)C(C)(C)C1=CC=C(OC2CC(C2)NC(OC(C)(C)C)=O)C=C1